2-(5-(((1S,2S,3R,5R)-2-fluoro-1-methyl-8-azabicyclo[3.2.1]octan-3-yl)oxy)pyrazin-2-yl)-5-(1H-imidazol-1-yl)phenol F[C@H]1[C@@]2(CC[C@H](C[C@H]1OC=1N=CC(=NC1)C1=C(C=C(C=C1)N1C=NC=C1)O)N2)C